C1(CCCC1)S(=O)(=O)C1=CSC2=C1N=C(N=C2N2[C@@H](COCC2)C)N2C(=NC1=C2C=CC=C1)NC (R)-1-(7-(cyclopentylsulfonyl)-4-(3-methylmorpholino)thieno[3,2-d]pyrimidin-2-yl)-N-methyl-1H-benzo[d]imidazol-2-amine